FC=1C=C(C=C(C1)F)[C@@H]1CC=NN1C(=O)N1CC(C1)OC1=CC(=NC=C1F)C1=C(N=C(S1)C#N)C (S)-5-(4-((1-(5-(3,5-difluorophenyl)-4,5-dihydro-1H-pyrazole-1-carbonyl)azetidin-3-yl)oxy)-5-fluoropyridin-2-yl)-4-methylthiazole-2-carbonitrile